(20R)-23-amino-17-fluoro-20-methyl-21-oxa-4,5,6,12,24-pentaazapentacyclo[20.3.1.02,6.08,13.014,19]hexacosa-1(25),2,4,8(13),9,11,14,16,18,22(26),23-undecaene-3-carbonitrile NC=1C=2O[C@@H](C3=CC(=CC=C3C=3N=CC=CC3CN3N=NC(=C3C(=CN1)C2)C#N)F)C